butyl 2-(2-iminothiazol-3(2H)-yl)benzylcarbamate N=C1SC=CN1C1=C(CNC(OCCCC)=O)C=CC=C1